ClC1=C(C)C=C(C=C1)Cl 2,5-Dichlorotoluene